(1S,2S)-2-(1H-benzo[d]imidazol-2-yl)-N-((R)-1-((4-isopropoxyphenyl)amino)-1-oxopropan-2-yl)cyclopropane-1-carboxamide sodium [Na].N1C(=NC2=C1C=CC=C2)[C@@H]2[C@H](C2)C(=O)N[C@@H](C(=O)NC2=CC=C(C=C2)OC(C)C)C